1,4-bis(4-(2-methacryloxyethyl)-phenylamino)anthraquinone C(C(=C)C)(=O)OCCC1=CC=C(C=C1)NC1=CC=C(C=2C(C3=CC=CC=C3C(C12)=O)=O)NC1=CC=C(C=C1)CCOC(C(=C)C)=O